C1(=CC=CC=C1)CCC(=O)C1=CC=C(C=C1)Br 3-phenyl-1-(4-bromophenyl)-1-propanone